COCC=1C=CC2=C(SC(=C2C#N)C2=CC=NN2C)C1 6-(methoxymethyl)-2-(1-methyl-1H-pyrazol-5-yl)benzo[b]thiophene-3-carbonitrile